4-(chloromethyl)-5-fluoro-3,6-dihydropyridine-1(2H)-carboxylic acid tert-butyl ester C(C)(C)(C)OC(=O)N1CCC(=C(C1)F)CCl